CC1=NC=CC(=C1)NC1=CC=C(C=C1)NC(=O)C1=NC=C(C=C1)NC1=CC=NC2=CC=C(C=C12)N1CCOCC1 N-(4-((2-methylpyridin-4-yl)amino)phenyl)-5-((6-morpholinylquinolin-4-yl)amino)pyridine-2-carboxamide